C(C1=CC=CC=C1)O[C@H]1[C@H](C(O[C@@H]1COCC1=CC=CC=C1)=O)F (3R,4R,5R)-4-(benzyloxy)-5-((benzyloxy)methyl)-3-fluorodihydrofuran-2(3H)-one